[Ge].[Si].[Mo] molybdenum silicon germanium